N-(2-Isopropylphenyl)-2-(4-{5-(methylamino)-1-[4-(trifluoromethoxy)phenyl]-1H-1,2,4-triazol-3-yl}benzyliden)hydrazincarbothioamid C(C)(C)C1=C(C=CC=C1)NC(=S)NN=CC1=CC=C(C=C1)C1=NN(C(=N1)NC)C1=CC=C(C=C1)OC(F)(F)F